4-(4-bromophenyl)-2,1,3-benzothiadiazole BrC1=CC=C(C=C1)C1=CC=CC2=NSN=C21